C[Si](C#C)(C)C trimethyl-silylacetylene